[Cu].[Mn].[Co] cobalt-manganese copper salt